4-{3-(cyanomethyl)-3-[4-(7H-pyrrolo[2,3-d]pyrimidin-4-yl)-1H-pyrazol-1-yl]azetidin-1-yl}-N-(2,4-difluorophenyl)piperidine-1-carboxamide C(#N)CC1(CN(C1)C1CCN(CC1)C(=O)NC1=C(C=C(C=C1)F)F)N1N=CC(=C1)C=1C2=C(N=CN1)NC=C2